3-(diethoxymethyl)-4-[(4-fluorophenyl)methyl]-4,5-dihydro-1,2,4-oxadiazol-5-one C(C)OC(C1=NOC(N1CC1=CC=C(C=C1)F)=O)OCC